BrC(C(/C(=C/F)/F)F)F Z-4-bromo-1,2,3,4-tetrafluorobut-1-ene